C12(C(CC(CC1)C2)O)O bicyclo[2.2.1]heptane-1,2-diol